NCC=1C(=C(CNC(=O)C23CC4(CC(CC(C2)C4)C3)C3=CC=C(C=C3)Cl)C(=C(C1Cl)Cl)Cl)Cl 3-(4-Chloro-phenyl)-adamantane-1-carboxylic acid 3-aminomethyl-2,4,5,6-tetrachloro-benzylamide